CC1=C(C=CC(=C1)C)C1=C(C=CC=C1)[N+](=O)[O-] 2-(2,4-dimethylphenyl)nitrobenzene